tert-butyl 4-(2-chloro-6-pyrrolidin-1-ylpyrimidin-4-yl)-1,4-diazepane-1-carboxylate ClC1=NC(=CC(=N1)N1CCN(CCC1)C(=O)OC(C)(C)C)N1CCCC1